FCC(CNC1=C(C=C(C=C1)S(=O)(=O)NC(C1=CC=CC=C1)=O)[N+](=O)[O-])N1CCP(CC1)(=O)C N-((4-((3-fluoro-2-(4-methyl-4-oxido-1,4-azaphosphinan-1-yl)propyl)amino)-3-nitrophenyl)sulfonyl)benzamide